C1(=CC=CC=C1)C1=NC(=NC(=N1)C1=CC=CC=C1)C1=CC=C(C=C1)N1C2=CC=C(C=C2C=2C=C(C=CC12)N1C2=CC=CC=C2C=2C=CC=CC12)N1C2=CC=CC=C2C=2C=CC=CC12 9'-[4-(4,6-Diphenyl-1,3,5-triazin-2-yl)phenyl]-9,3':6',9''-ter-9H-carbazol